N-cyclopropyl-2-(difluoromethoxy)-4-[7-(2-hydroxy-1,1-dimethyl-butyl)imidazo[1,2-a]pyridin-3-yl]-6-methoxy-benzamide C1(CC1)NC(C1=C(C=C(C=C1OC)C1=CN=C2N1C=CC(=C2)C(C(CC)O)(C)C)OC(F)F)=O